SC1=CC=C(C=C1)C(=O)C1=CC(=C(C=C1)N)N (3,4-diaminophenyl) (4-mercaptophenyl) ketone